(+-)-4-(2-(2-ethylphenyl)azepan-1-yl)-6-methylpyrimidin-2-amine C(C)C1=C(C=CC=C1)[C@@H]1N(CCCCC1)C1=NC(=NC(=C1)C)N |r|